C(C1=CC=CC=C1)N1CCC(CC1)(F)CN[C@H]1[C@@H](C1)C1=CC=CC=C1 ((1-benzyl-4-fluoropiperidin-4-yl)methyl)-trans-2-phenylcyclopropylamine